[Cl-].S(=O)(=O)(OC=O)CCO Formyl isethionate chloride